N1(CCNCC1)CCCC=1C=2N(C=CC1)C(=CN2)N2C(NC(CC2)=O)=O 1-[8-(3-Piperazin-1-ylpropyl)imidazo[1,2-a]pyridin-3-yl]hexahydropyrimidine-2,4-dione